ClC1=C(C=NC=C1)NC(C1=CC(=CC=C1)I)=O N-(4-chloropyridin-3-yl)-3-iodobenzamide